N-[4-cyano-2-[[(1S)-3-(cyclopropylamino)-1-[[(3S,5R)-5-methyl-2-oxo-pyrrolidin-3-yl]methyl]-2,3-dioxo-propyl]carbamoyl]phenyl]-3-fluoro-bicyclo[1.1.1]pentane-1-carboxamide C(#N)C1=CC(=C(C=C1)NC(=O)C12CC(C1)(C2)F)C(N[C@H](C(C(=O)NC2CC2)=O)C[C@H]2C(N[C@@H](C2)C)=O)=O